1,5,6,7-tetrahydro-4H-indol-4-one N1C=CC=2C(CCCC12)=O